ClC1=C(C=C(C=C1)C1=CC=CC=C1)CNC1=NN2C(NC(=CC2=O)CCC)=N1 2-[(2-chloro-5-phenyl-phenyl)methylamino]-5-propyl-4H-[1,2,4]triazolo[1,5-a]pyrimidin-7-one